N-(1-Methyl-3-((2-methylthiazol-5-yl)ethynyl)-1H-pyrrolo[2,3-b]pyridin-5-yl)acrylamide CN1C=C(C=2C1=NC=C(C2)NC(C=C)=O)C#CC2=CN=C(S2)C